C1(CCCCC1)CNC(=O)NC1=CC=C(C=C1)C1=CC2=C(N(C(=N2)C(F)(F)F)C2=CC=CC=C2)C=C1 1-(cyclohexylmethyl)-3-(4-(1-phenyl-2-(trifluoromethyl)-1H-benzoimidazol-5-yl)phenyl)urea